6-bromo-2-(6-cyclopropyl-3-ethylsulfanyl-2-pyridyl)-3-methyl-imidazo[4,5-c]Pyridine BrC1=CC2=C(C=N1)N(C(=N2)C2=NC(=CC=C2SCC)C2CC2)C